C(CCCCCCC\C=C/CCCCCCCC)OC[C@H](O)CO |r| 1-oleyl-rac-glycerol